N1[C@@H](CCC1)COC(=O)N1C(=C(C2=CC(=CC=C12)C1CCN(CC1)CC(=O)N)C(C)C)C=1C(=C(C=2N(C1)N=CN2)C)C (S)-5-(1-(2-amino-2-oxoethyl)piperidin-4-yl)-2-(7,8-dimethyl-[1,2,4]triazolo[1,5-a]pyridin-6-yl)-3-isopropyl-1H-indole-1-carboxylic acid pyrrolidin-2-ylmethyl ester